2-(3H-Imidazo[4,5-b]pyridin-2-yl)acetonitrile N1=C(NC2=NC=CC=C21)CC#N